O1C(=NC2=C1C=CC=C2)C(=O)[C@H]2N(C[C@H](C2)F)C(CNC(=O)C2=CC=NC1=CC=C(C=C21)OCCCN2CCN(CC2)C(=O)OC(C)(C)C)=O tert-butyl 4-(3-(4-(2-((2S,4S)-2-(benzo[d]oxazole-2-carbonyl)-4-fluoropyrrolidin-1-yl)-2-oxoethylcarbamoyl)quinolin-6-yloxy)propyl)piperazine-1-carboxylate